tert-butyl (1s,3s)-3-(3-(4-((2,6-bis(benzyloxy)pyridin-3-yl)amino)-2-fluorophenyl)azetidin-1-yl)cyclobutane-1-carboxylate C(C1=CC=CC=C1)OC1=NC(=CC=C1NC1=CC(=C(C=C1)C1CN(C1)C1CC(C1)C(=O)OC(C)(C)C)F)OCC1=CC=CC=C1